CN1N=C(C=C1OC1=C(C=C(N)C=C1)F)C 4-((1,3-dimethyl-1H-pyrazol-5-yl)oxy)-3-fluoroaniline